C(C)N(C=1SC(=CN1)C(=O)N1CC2(CC1)CCC(CC2)=O)CC (2-(diethylamino)thiazol-5-yl)(8-oxo-2-azaspiro[4.5]dec-2-yl)methanone